(S)-5-(1,3-dimethyl-1H-pyrazol-4-yl)-7-(2-(ethyl(methyl)amino)ethyl)-2-(1-(6-fluoro-5-methoxypyridin-3-yl)ethyl)-3,4-dihydroisoquinolin-1(2H)-one CN1N=C(C(=C1)C1=C2CCN(C(C2=CC(=C1)CCN(C)CC)=O)[C@@H](C)C=1C=NC(=C(C1)OC)F)C